N-(1-{4-[2-(2-aminopyridin-3-yl)-5-phenylimidazo[4,5-b]pyridin-3-yl]phenyl}cyclopropyl)-2-(2-fluoro-4-formyl-3-hydroxyphenyl)acetamide NC1=NC=CC=C1C1=NC=2C(=NC(=CC2)C2=CC=CC=C2)N1C1=CC=C(C=C1)C1(CC1)NC(CC1=C(C(=C(C=C1)C=O)O)F)=O